[N+](=O)([O-])C1=CC=C(C=C1)C(C(=O)O)C 2-(4-nitrophenyl)propionic acid